2-((4-((7-Chloroquinazolin-4-yl)amino)pentyl)(2,4-difluorobenzyl)amino)ethan-1-ol ClC1=CC=C2C(=NC=NC2=C1)NC(CCCN(CCO)CC1=C(C=C(C=C1)F)F)C